(E)-3-(5-(((1-(3-Cyano-4-(4-cyano-3-fluorophenyl)-5-(3-hydroxy-4-methoxyphenyl)pyridin-2-yl)piperidin-4-yl)amino)methyl)thiophen-2-yl)-N-hydroxyacrylamide formate C(=O)O.C(#N)C=1C(=NC=C(C1C1=CC(=C(C=C1)C#N)F)C1=CC(=C(C=C1)OC)O)N1CCC(CC1)NCC1=CC=C(S1)/C=C/C(=O)NO